C1(CC1)C1=NC(=CC(=C1)C1=CC(=C2C(=N1)N=C(N2)C=2N=CC(=NC2)N2CCCCC2)N(C)CC(COC)(C)C)C(F)(F)F 1-(5-{5-[2-Cyclopropyl-6-(trifluoromethyl)pyridin-4-yl]-7-[(3-methoxy-2,2-dimethylpropyl)(methyl)amino]-1H-imidazo[4,5-b]pyridin-2-yl}pyrazin-2-yl)piperidin